4-(3-hydroxyoxetan-3-yl)-N-(1-(2-(trifluoromethyl)benzyl)pyrrolidin-3-yl)benzamide OC1(COC1)C1=CC=C(C(=O)NC2CN(CC2)CC2=C(C=CC=C2)C(F)(F)F)C=C1